BrC1=NN(C(=C1)C(=O)O)CCNC(=O)OC(C)(C)C 3-bromo-1-(2-((tert-butoxycarbonyl)amino)ethyl)-1H-pyrazole-5-carboxylic acid